N(=[N+]=[N-])CCOCCCC1=C2CN(C(C2=CC=C1)=O)C1C(NC(CC1)=O)=O 3-(4-(3-(2-azidoethoxy)propyl)-1-oxoisoindolin-2-yl)piperidine-2,6-dione